1,3-bis(2-propynyloxy)benzene C(C#C)OC1=CC(=CC=C1)OCC#C